2-[3-[1-(2,6-dioxo-3-piperidyl)-3-methyl-2-oxo-benzimidazol-5-yl]propoxy]ethyl 4-methylbenzenesulfonate CC1=CC=C(C=C1)S(=O)(=O)OCCOCCCC1=CC2=C(N(C(N2C)=O)C2C(NC(CC2)=O)=O)C=C1